CN1CCN(CC1)CC1=CC=C(C=C1)C=C 1-methyl-4-(4-vinylbenzyl)piperazine